N-{(2S,3R,4S)-4-fluoro-1-(2-methylpropanoyl)-2-[(2,2',3'-trifluoro[1,1'-biphenyl]-3-yl)methyl]pyrrolidin-3-yl}methanesulfonamide F[C@@H]1[C@@H]([C@@H](N(C1)C(C(C)C)=O)CC=1C(=C(C=CC1)C1=C(C(=CC=C1)F)F)F)NS(=O)(=O)C